6-((1R,3S)-3-(1-isopropyl-3-(5-(trifluoromethyl)pyridin-3-yl)-1H-pyrazol-5-yl)cyclopentyl)-2-thia-6-azaspiro[3.4]octane 2,2-dioxide C(C)(C)N1N=C(C=C1[C@@H]1C[C@@H](CC1)N1CC2(CS(C2)(=O)=O)CC1)C=1C=NC=C(C1)C(F)(F)F